CC(C#N)(C)C1=NC=C(C=C1)NCC#C 2-methyl-2-{5-[(prop-2-yn-1-yl)amino]pyridin-2-yl}propionitrile